C12(CC(C1)C2)C(=O)N2C(CCCC2)C=2NC=C(N2)C2=CC=CC=C2 bicyclo[1.1.1]pentane-1-yl-(2-(4-phenyl-1H-imidazol-2-yl)piperidin-1-yl)methanone